N-(6-((1R,2R)-2-carbamoylcyclopropyl)-2,2-dimethyl-2,3-dihydrobenzofuran-5-yl)pyrazolo[1,5-a]pyrimidine-3-carboxamide C(N)(=O)[C@H]1[C@@H](C1)C1=CC2=C(CC(O2)(C)C)C=C1NC(=O)C=1C=NN2C1N=CC=C2